(Quinoline-8-ylmethyl)Octahydro-1H-pyrazino[2,1-c][1,2,4]triazine-1-carboxamide N1=CC=CC2=CC=CC(=C12)CN1N(C2N(CC1)CCNC2)C(=O)N